C(C)(=O)[N-]S(=O)(=O)C1=CC(=C(C(=C1)F)CN1C(NC=2C=NC=3N=C(C=CC3C21)OC)=O)F.[Na+] Sodium acetyl((3,5-difluoro-4-((7-methoxy-2-oxo-2,3-dihydro-1H-imidazo[4,5-c][1,8]naphthyridin-1-yl)methyl)phenyl)sulfonyl)amide